3-(2-ethoxy-2-oxoethyl)-1-(2-isopropylphenyl)cyclobutane-1-carboxylic acid C(C)OC(CC1CC(C1)(C(=O)O)C1=C(C=CC=C1)C(C)C)=O